tert-butyl 5,7-dichloro-6-(2-chloroethoxy)-3,4-dihydroisoquinoline-2(1H)-carboxylate ClC1=C2CCN(CC2=CC(=C1OCCCl)Cl)C(=O)OC(C)(C)C